1-(4-methoxypyridin-3-yl)-4-(methyl-amino)-7-(trifluoromethyl)pyrido[2,3-d]pyrimidin-2(1H)-one COC1=C(C=NC=C1)N1C(N=C(C2=C1N=C(C=C2)C(F)(F)F)NC)=O